NC1=C(C=CC(=C1)OC(F)(F)F)C(=O)N1CCC(CC1)C1=C2C(=NC=C1)NC(=N2)[C@H]2COCC2 [2-amino-4-(trifluoromethoxy)phenyl]-[4-[2-[(3S)-tetrahydrofuran-3-yl]-3H-imidazo[4,5-b]pyridin-7-yl]-1-piperidyl]methanone